CC(C)(C#CC(C)(OOC(C)(C)C)C)OOC(C)(C)C 2,5-dimethyl-2,5-di(t-butylperoxyl)hexyn